C1=NC=C(C2=CC=CC=C12)N1C(C2=C3C=CC(=NC3=CC=C2[C@@H]1C#N)C(F)(F)F)=O (R)-2-(isoquinolin-4-yl)-1-oxo-7-(trifluoromethyl)-2,3-dihydro-1H-pyrrolo[3,4-f]quinoline-3-carbonitrile